ClC=1C=CC=C2C(C=C(OC12)C1=C(OCCCC(C(=O)O)(C)C)C=C(C=C1)OC(F)(F)F)=O 5-[2-(8-chloro-4-oxo-chromen-2-yl)-5-(trifluoromethoxy)phenoxy]-2,2-dimethyl-pentanoic acid